ClC1=C(C=CC(=C1)Cl)C1=CC=C(C=C1)C(=O)OCC1N(CC1)C 2',4'-dichloro-4-{[(1-methylazetidin-2-yl)methoxy]carbonyl}-[1,1'-biphenyl]